FC1(CCN(CC1)C12CC(C1)(C2)N2C(=NC(=C2)I)CO)F (1-(3-(4,4-Difluoropiperidin-1-yl)bicyclo[1.1.1]Pentan-1-yl)-4-iodo-1H-imidazol-2-yl)methanol